tert-butyl (3S,4S)-3-[[6-(7-cyclopropylimidazo[1,2-a]pyridin-3-yl)-2-pyridyl]amino]-4-fluoro-pyrrolidine-1-carboxylate C1(CC1)C1=CC=2N(C=C1)C(=CN2)C2=CC=CC(=N2)N[C@H]2CN(C[C@@H]2F)C(=O)OC(C)(C)C